5-[6-benzyloxy-2-fluoro-3-[(E)-2-(3-fluorophenyl)vinyl]phenyl]-1,1-dioxo-1,2,5-thiadiazolidin-3-one C(C1=CC=CC=C1)OC1=CC=C(C(=C1N1CC(NS1(=O)=O)=O)F)\C=C\C1=CC(=CC=C1)F